3-chloro-N-(3-(1-((4-chlorophenyl)amino)-1-oxopropan-2-yl)bicyclo[1.1.1]pentan-1-yl)benzamide ClC=1C=C(C(=O)NC23CC(C2)(C3)C(C(=O)NC3=CC=C(C=C3)Cl)C)C=CC1